4-[(E)-3,3-diethoxyprop-1-enyl]thiazole-2-carboxamide C(C)OC(/C=C/C=1N=C(SC1)C(=O)N)OCC